5-chloro-4-(4-(2-fluoroacryloylamino)-2-methylphenyl)-3-(4-(((1-fluorocyclopropyl)methyl)carbamoyl)-3-methoxyphenyl)-1H-pyrrole-2-carboxamide ClC1=C(C(=C(N1)C(=O)N)C1=CC(=C(C=C1)C(NCC1(CC1)F)=O)OC)C1=C(C=C(C=C1)NC(C(=C)F)=O)C